2-chloro-N-cyclopropyl-5-[1-[4-(difluoromethoxy)-2-methyl-5-[1,2,2,2-tetrafluoro-1-(trifluoromethyl)ethyl]pyrazol-3-yl]pyrazol-4-yl]benzamide ClC1=C(C(=O)NC2CC2)C=C(C=C1)C=1C=NN(C1)C=1N(N=C(C1OC(F)F)C(C(F)(F)F)(C(F)(F)F)F)C